COC(C1=C(C=CC=C1)C1=NC(=NC=C1C)NC=1C=NN(C1)C1CCN(CC1)C(C(C)(C)O)=O)=O (2-((1-(1-(2-hydroxy-2-methylpropanoyl)piperidin-4-yl)-1H-pyrazol-4-yl)amino)-5-methylpyrimidin-4-yl)benzoic acid methyl ester